CC(C(=O)C1=CC2=C(C=C1)OCO2)N3CCCC3 3,4-methylenedioxy-α-pyrrolidinopropiophenone